ClC1=CC(=C(C=C1)C1=NC(=NC2=C1N=C(N(C2=O)C)C)N2CC(OCC2)C=2C=NN(C2)CC(F)F)F 8-(4-chloro-2-fluoro-phenyl)-6-[2-[1-(2,2-difluoroethyl)pyrazol-4-yl]morpholino]-2,3-dimethyl-pyrimido[5,4-d]pyrimidin-4-one